2,2,2-trifluoro-1-(6-((6-((3-(methylsulfonyl)pyridin-2-yl)amino)pyrimidin-4-yl)amino)pyridin-3-yl)ethanol FC(C(O)C=1C=NC(=CC1)NC1=NC=NC(=C1)NC1=NC=CC=C1S(=O)(=O)C)(F)F